C(C)(C)(C)NC(C([2H])([2H])N1CCC(CC1)CNC(C1=CC(=CC(=C1)F)Cl)=O)=O N-[[1-[2-(tert-butylamino)-1,1-dideuterio-2-oxo-ethyl]-4-piperidyl]methyl]-3-chloro-5-fluoro-benzamide